1-methyl-3-(4-methylphenyl)-6,7-difluoroquinoxalinone CN1C(C(=NC2=CC(=C(C=C12)F)F)C1=CC=C(C=C1)C)=O